Cl.C(CC)N1N=C2C=NC(=CC2=C1)[C@@H](C)N (R)-1-(2-propyl-2H-pyrazolo[3,4-c]pyridin-5-yl)ethan-1-amine hydrochloride